3-(2-{[(3S)-1-(6-aminohexyl)hexahydropyridin-3-yl]amino}-5-(trifluoromethyl)pyrimidin-4-yl)-1H-indole-6-carboxylic acid NCCCCCCN1C[C@H](CCC1)NC1=NC=C(C(=N1)C1=CNC2=CC(=CC=C12)C(=O)O)C(F)(F)F